ClC=1C=C(OC2=CC=NC3=CC(=C(C=C23)C(=O)N)OC)C=CC1NC(=O)NC1CC1 4-(3-chloro-4-(3-cyclopropylureido)phenoxy)-7-methoxyquinoline-6-carboxamide